NC1=CC(=C(C(=N1)C1C(CC=2C(=NC(=NC2C1)OCC1N(CCC1)C)N1C(CN(CC1)C(C=C)=O)C)C(C)C)C(F)(F)F)C 1-(4-(7-(6-amino-4-methyl-3-(trifluoromethyl)pyridin-2-yl)-6-isopropyl-2-((1-methylpyrrolidin-2-yl)methoxy)-5,6,7,8-tetrahydroquinazolin-4-yl)-3-methylpiperazin-1-yl)prop-2-en-1-one